1,2-dimethoxy-4-chlorobenzene COC1=C(C=C(C=C1)Cl)OC